6-Amino-N-(2,3-dihydro-1H-inden-2-yl)-4-((2-hydroxy-4-methylphenyl)amino)pyridineamide NC1=CC(=CC(=N1)C(=O)NC1CC2=CC=CC=C2C1)NC1=C(C=C(C=C1)C)O